C(#N)C1=C(C=C(C=C1OC)N(C(OC(C)(C)C)=O)C)OC tert-butyl (4-cyano-3,5-dimethoxyphenyl)(methyl)carbamate